phenyl-(2-styrylazepan-1-yl)methanone C1(=CC=CC=C1)C(=O)N1C(CCCCC1)C=CC1=CC=CC=C1